CC1=NC(=CC(=N1)NC1=NC=C(C(=O)NOCC)C(=C1)NC1=C(C=C(C=C1)C)N(S(=O)(=O)C1CC1)C)C 6-((2,6-dimethyl-pyrimidin-4-yl)amino)-N-ethoxy-4-((4-methyl-2-(N-methyl-cyclopropylsulfonamido)phenyl)amino)nicotinamide